NC(C#CC1=CC2=C(OC[C@@H](C(N2C)=O)NC(C2=NC=CC(=C2)OC2=CC=CC=C2)=O)C=C1)(C)C (S)-N-(7-(3-Amino-3-methylbut-1-yn-1-yl)-5-methyl-4-oxo-2,3,4,5-tetrahydrobenzo[b][1,4]oxazepin-3-yl)-4-phenoxypicolinamid